(3-Ethansulfonyl-3-azaspiro[5.5]undec-9-yl)methyl(7H-pyrrolo[2,3-d]pyrimidin-4-yl)amin C(C)S(=O)(=O)N1CCC2(CC1)CCC(CC2)N(C=2C1=C(N=CN2)NC=C1)C